4-chloro-N-methyl-1H-pyrrolo[2,3-b]pyridine-5-carboxamide ClC1=C2C(=NC=C1C(=O)NC)NC=C2